C(C1=CC=CC=C1)N1CCN(CC1)S(=O)(=O)C1=CC2=C(N=C(N=C2N[C@H](C)C2=C(C(=CC=C2)C(F)F)F)C)NC1=O (R)-6-((4-benzylpiperazin-1-yl)sulfonyl)-4-((1-(3-(difluoromethyl)-2-fluorophenyl)ethyl)amino)-2-methylpyrido[2,3-d]pyrimidin-7(8H)-one